C(C)(C)C1=C(N=NC=C1)O[C@@H]1C[C@@H](CC1)C1=CC(=NN1)NC(C)=O |o1:10,12| rel-N-(5-((1R,3S)-3-((4-isopropylpyridazin-3-yl)oxy)cyclopentyl)-1H-pyrazol-3-yl)acetamide